1,2-dimethyl-3-(1-methylethyl)cyclohexan-1-ol CC1(C(C(CCC1)C(C)C)C)O